5-(3-(4,6-diphenyl-1,3,5-triazin-2-yl)pyridin-4-yl)-9,9-dimethyl-9H-fluorene-2-carbonitrile C1(=CC=CC=C1)C1=NC(=NC(=N1)C1=CC=CC=C1)C=1C=NC=CC1C1=C2C=3C=CC(=CC3C(C2=CC=C1)(C)C)C#N